ethyl 8-bromo-7-methoxy-4,5-dihydro-1H-benzo[g]indazole-3-carboxylate BrC1=CC2=C(CCC=3C(=NNC23)C(=O)OCC)C=C1OC